N-[2-(2-hydroxy-2-methylpropoxy)ethyl]-2-(1,3-benzoxazol-2-ylamino)-1,3-benzoxazole-5-carboxamide OC(COCCNC(=O)C=1C=CC2=C(N=C(O2)NC=2OC3=C(N2)C=CC=C3)C1)(C)C